C(C)(C)(C)OC([C@@H](CCCC(=O)OC(C)(C)C)N)=O (R)-2-aminoadipic acid di-t-butyl ester